C(C)C1=CC=C(C=C1)CC(C=O)(C)C 3-(4-ethylphenyl)-2,2-dimethyl-propionaldehyde